BrCCCCCCC1=NC=CN=C1 (6-bromohexyl)pyrazine